tert-butyl 3-isobutyl-7-methyl-5-oxo-5,6,7,9-tetrahydropyrazolo[1,5-a]pyrido[4,3-e]pyrimidine-8(4H)-carboxylate C(C(C)C)C=1C=NN2C1NC(C1=C2CN(C(C1)C)C(=O)OC(C)(C)C)=O